1H-imidazol-5-yl (methyl)(1,3-dioxoisoindolin-2-yl)carbamothioate CN(C(OC1=CN=CN1)=S)N1C(C2=CC=CC=C2C1=O)=O